C(C(=C)C)(=O)OCC(OCC)COCC=C allyloxymethylethoxyethyl methacrylate